pyrrolidine-3-ol methanesulfonate CS(=O)(=O)OC1CNCC1